NC1=C(C(=O)NC2CCC(CC2)OC)C=C(C=N1)N1C=NC=C1 2-amino-5-(1H-imidazol-1-yl)-N-((1r,4r)-4-methoxycyclohexyl)nicotinamide